C12(CC3CC(CC(C1)C3)C2)C=2C=C(C=C(C2)Br)N(C2=CC=3C(C1=CC=CC=C1C3C=C2)(C)C)C2=CC=3C(C1=CC=CC=C1C3C=C2)(C)C N-(3-((3r,5r,7r)-adamantan-1-yl)-5-bromophenyl)-N-(9,9-dimethyl-9H-fluoren-2-yl)-9,9-dimethyl-9H-fluoren-2-amine